[N+](=O)([O-])C1=C(C=CC=C1)S(=O)(=O)[O-].[K+] potassium o-nitrobenzenesulfonate